CN1C(=NC=C1C=1C(=NN(C1)CC(=C)C)C(F)(F)F)C(=O)N 1-methyl-5-(1-(2-methylallyl)-3-(trifluoromethyl)-1H-pyrazol-4-yl)-1H-imidazole-2-carboxamide